C(C)N1CC(N(CC1)S(=O)(=O)C1=CC=C(C=C1)NC(C1=CC(=C(C=C1)OC)I)=O)C N-(4-((4-ethyl-2-methylpiperazin-1-yl)sulfonyl)phenyl)-3-iodo-4-methoxybenzamide